C[C@H](C(=O)O)O[C@H]1[C@@H]([C@H](OC([C@@H]1NC(=O)C)O)CO)O N-acetylmuramate